6-Bromo-7-methoxy-3-methylquinolin-2(1H)-one BrC=1C=C2C=C(C(NC2=CC1OC)=O)C